C1(CC(=O)OCC(C#N)CCCCCC(CO1)C#N)=O pentylenebis(2-cyanoethyl) malonate